C1(=CC=CC=C1)C(C1=CC=CC=C1)=[Zr](C1C2=CC=CC=C2C=2C=CC=CC12)C1C=CC=C1 diphenylmethylene(cyclopentadienyl)(9-fluorenyl)zirconium